COC1=C(C=C(C=C1)NCCO)N 1-Methoxy-2-amino-4-(2-hydroxyethylamino)-benzol